CN1CCN(CC1)CCCOC1=NC2=CC=CC=C2C=C1C#N 3-(4-methyl-1-piperazinyl)propoxyl-3-quinolinecarbonitrile